5-Bromo-3-methoxy-1-methyl-1H-indazole BrC=1C=C2C(=NN(C2=CC1)C)OC